C1(=CC=CC=C1)S=P(OCC)(OC1=CC=C(C=C1)[N+](=O)[O-])[O-] O-ethyl O-(4-nitrophenyl) phenylthiophosphate